ClC1=C(C(=CC=C1)C1=NC2=C(N1)C=C(C(=C2)OC)F)C=2C(=CC(=CC2)C(N[C@@H](C2CC2)C2=CC=C(C=C2)Cl)=O)C(=O)O (S)-2'-chloro-4-{[(4-chlorophenyl)(cyclopropyl)methyl]carbamoyl}-6'-(6-fluoro-5-methoxy-1H-1,3-benzodiazol-2-yl)-[1,1'-biphenyl]-2-carboxylic acid